NCC(=O)O.C(C)(=O)OC=1C(C(=O)O)=CC=CC1.N[C@@H](CCCCN)C(=O)O |r| D,L-lysine acetylsalicylate glycine salt